ClCC\C=C\CCCCCCCC(OCCCCCCCCC)OCCCCCCCCC (3E)-1-chloro-12,12-dinonyloxy-3-dodecene